C(#C)C=1C=NN(C1)CC(=O)N(C)C 2-(4-ethynylpyrazol-1-yl)-N,N-dimethyl-acetamide